C(C1=CC=CC=C1)OC(=O)N1CCN(CC1)C(=O)C1CCN(CC1)C1=CC=C(C=C1)C=1C=NN(C1)C1OCCCC1 4-(1-(4-(1-(tetrahydro-2H-pyran-2-yl)-1H-Pyrazol-4-yl)phenyl)piperidine-4-carbonyl)piperazine-1-carboxylic acid benzyl ester